C(CCCCCC)OCOCC/C=C/CC[Mg]I (3E)-6-(heptyloxymethoxy)-3-hexenylmagnesium iodide